tert-butyl 2-(4-amino-8-methoxy-9H-pyrimido[4,5-b]indol-9-yl)acetate NC1=NC=NC=2N(C3=C(C=CC=C3C21)OC)CC(=O)OC(C)(C)C